FC1=CC=C(C=C1)N1C(N(C=C(C1=O)C(=O)NC1=CC=C(OC2=CC=NC3=CN=C(C=C23)C(=O)NC2CCN(CC2)C)C=C1)[C@@H](CO)C)=O 4-[4-[[3-(4-fluorophenyl)-2,4-dioxo-1-[(1R)-2-hydroxy-1-methyl-ethyl]pyrimidine-5-carbonyl]amino]phenoxy]-N-(1-methyl-4-piperidyl)-1,7-naphthyridine-6-carboxamide